COC(CCC1=CC(=C(C(=C1)N1N=C2C(=N1)C=CC(=C2)Cl)O)C(C)(C)C)=O 3-[3-tert-butyl-5-(5-chloro-2H-benzotriazol-2-yl)-4-hydroxyphenyl]propionic acid methyl ester